COC1=CC=CC=2OC(COC21)C(C)=O 1-(5-methoxy-2,3-dihydrobenzo[b][1,4]dioxinyl)ethanone